OC=1C=CS(C1)C1=C(C(=C(C(=C1S1C=CC(=C1)O)S1C=CC(=C1)O)S1C=CC(=C1)O)S1C=CC(=C1)O)S1C=CC(=C1)O hexa(4-hydroxy-1-thiophenyl)benzene